3-(3-chloro-4-fluorophenyl)-1-(1-methyl-1H-pyrazol-3-yl)-1-((6,7,8,9-tetrahydro-5H-[1,2,4]triazolo[4,3-a]azepin-3-yl)methyl)urea ClC=1C=C(C=CC1F)NC(N(CC1=NN=C2N1CCCCC2)C2=NN(C=C2)C)=O